CS(=O)(=O)CCNC(=O)C=1C=NC2=C(C=CC=C2C1)C1=CCC(CC1)C(F)(F)F N-(2-(methyl-sulfonyl)ethyl)-8-(4-(trifluoromethyl)cyclohex-1-en-1-yl)quinoline-3-carboxamide